1-(4-(6-amino-5-(trifluoromethoxy)pyridin-3-yl)-1-(3-(4,4-difluoropiperidin-1-yl)bicyclo[1.1.1]pentan-1-yl)-1H-imidazol-2-yl)-2,2,2-trifluoroethanol NC1=C(C=C(C=N1)C=1N=C(N(C1)C12CC(C1)(C2)N2CCC(CC2)(F)F)C(C(F)(F)F)O)OC(F)(F)F